NC1=C2C(=NC=N1)N(N=C2C=2C=NC=C(C2)O)C(C)C=2OC(C1=CC=CC=C1C2C2=CC(=CC=C2)[C@@H]2N(CCC2)C)=O 3-{1-[4-Amino-3-(5-hydroxypyridin-3-yl)-1H-pyrazolo[3,4-d]pyrimidin-1-yl]ethyl}-4-{3-[(2R)-1-methylpyrrolidin-2-yl]phenyl}-1H-isochromen-1-one